FC(OC1=CC=C(C=C1)N1C(C=NC=2C=NC(=NC12)NCC(F)(F)F)=O)F 8-(4-(difluoromethoxy)phenyl)-2-((2,2,2-trifluoroethyl)amino)pteridine-7(8H)-one